C(C)(C)(C)OC(=O)N1CC(C(CC1)N1CCN(CC1)C1=C(C=C(C=C1)OCC1=CC=CC=C1)F)(F)F 4-[4-(4-benzyloxy-2-fluoro-phenyl)piperazin-1-yl]-3,3-difluoro-piperidine-1-carboxylic acid tert-butyl ester